N[C@@H](CC(=O)O)CC (R)-3-aminovaleric acid